O1COC2=C1C=CC(=C2)C=2C(=NC(=CN2)CCCOC)N2CCC(CC2)C(=O)OCC ethyl 1-(3-(benzo[d][1,3]dioxol-5-yl)-6-(3-methoxypropyl)pyrazin-2-yl)piperidine-4-carboxylate